N-(8-(methylamino)-5-(5-(2,2,2-trifluoroethyl)benzo[d]oxazol-2-yl)-2,7-naphthyridin-3-yl)cyclopropanecarboxamide CNC=1N=CC(=C2C=C(N=CC12)NC(=O)C1CC1)C=1OC2=C(N1)C=C(C=C2)CC(F)(F)F